OCC[C@@H](C1=CC=CC=C1)N([C@@H](C(C)C)C(=O)OC(C)(C)C)C tert-butyl N-((S)-3-hydroxy-1-phenylpropyl)-N-methyl-L-valinate